C(C=C)(=O)OCCCCCCCCCCCCOC1=CC=C2C=C(C(OC2=C1)=O)C1=C(C=C(C=C1)CCCCC)OC(F)(F)F 12-((2-oxo-3-(4-pentyl-2-(trifluoromethoxy)phenyl)-2H-chromen-7-yl)oxy)dodecyl acrylate